C1(=CC=C(C=C1)SC([2H])([2H])SC1=CC=C(C=C1)C)C bis(4-tolylthio)dideuteromethane